tert-butyl (4-(1-phenylprop-1-en-2-yl)thiazol-2-yl)carbamate C1(=CC=CC=C1)C=C(C)C=1N=C(SC1)NC(OC(C)(C)C)=O